2-(2-Methoxyethoxy)ethyl (S)-2-((((9H-fluoren-9-yl)methoxy)carbonyl)amino)-6-diazo-5-oxohexanoate C1=CC=CC=2C3=CC=CC=C3C(C12)COC(=O)N[C@H](C(=O)OCCOCCOC)CCC(C=[N+]=[N-])=O